dimercaptopropanesulfonic acid sodium salt CCC(S)(S)S(=O)(=O)[O-].[Na+]